N[C@@H]1C2=CC(=CC=C2CC12CCN(CC2)C2=NC(=CC(=N2)C#N)C)OC (S)-2-(1-amino-6-methoxy-1,3-dihydrospiro[indene-2,4'-piperidine]-1'-yl)-6-methylpyrimidine-4-carbonitrile